6-[(2R)-2-amino-3-[(1R)-2,2-difluorocyclopropyl]propyl]-7-methyl-N-[(thiophen-2-yl)methyl]thieno[3,2-c]pyridazin-4-amine N[C@@H](CC1=C(C=2N=NC=C(C2S1)NCC=1SC=CC1)C)C[C@H]1C(C1)(F)F